ClC=1C=C(NC2(CCC3([C@H](CC4=CC(=C(C=C34)C)C)C[C@H](CO)C)CC2)C(=O)OC)C=CC1 methyl (1r,2'S,4S)-4-(3-chloroanilino)-2'-[(2R)-3-hydroxy-2-methylpropyl]-5',6'-dimethyl-2',3'-dihydrospiro[cyclohexane-1,1'-indene]-4-carboxylate